CNCC1=CC(=CC=C1)Br methyl-3-bromobenzylamine